C(CC1=CC=CC=C1)N1CCC(CC1)N(C(CC)=O)C=1C=C(C=CC1)NC(NCC(=O)[O-])=O.[Li+] Lithium 2-(3-(3-(N-(1-phenethylpiperidin-4-yl)propionamido)phenyl)ureido)acetate